C(C)(C)(C)OC(=O)N[C@@H]([C@@H](C(=O)N[C@H](C(=O)OC)C1=CC(=CC=C1)OC(F)(F)F)O)CC1=CC=C(C=C1)Cl methyl (S)-2-((2S,3R)-3-((tert-butoxycarbonyl)amino)-4-(4-chlorophenyl)-2-hydroxybutanamido)-2-(3-(trifluoromethoxy)phenyl)acetate